C(C)OC(C(C1=C(C=CC(=C1)F)OCOC)N1C=NC2=C(C1=O)N=C(C=C2)Br)=O (6-bromo-4-oxopyrido[3,2-d]pyrimidin-3(4H)-yl)-2-(5-fluoro-2-(methoxymethoxy)-phenyl)acetic acid ethyl ester